NC1=NC(=NN2C1=NC=C2CC=2C=C(C(=NC2)N2CCN(CC2)C(CN(C(OC(C)(C)C)=O)C)=O)C)O[C@H](C)CC tert-butyl (R)-(2-(4-(5-((4-amino-2-(sec-butoxy)imidazo[2,1-f][1,2,4]triazin-7-yl)methyl)-3-methylpyridin-2-yl)piperazin-1-yl)-2-oxoethyl)(methyl)carbamate